C(C)(C)(C)OC(N[C@H](C(=O)NC1=CC(=C(C=C1)C=1C=NN(C1)CC1=CC=CC=C1)F)C(C1=CC=CC=C1)C1=CC=CC=C1)=O (S)-(1-((4-(1-benzyl-1H-pyrazol-4-yl)-3-fluorophenyl)amino)-1-oxo-3,3-diphenylpropan-2-yl)carbamic acid tert-butyl ester